COC1=C(C=C(C=C1)CC1(CC1)OC)[C@H](C(=O)O)N1C[C@@H](CC1)OCCCCCC1=NC=2NCCCC2C=C1 (R)-2-(2-methoxy-5-((1-methoxycyclopropyl)methyl)phenyl)-2-((R)-3-((5-(5,6,7,8-tetrahydro-1,8-naphthyridin-2-yl)pentyl)oxy)pyrrolidin-1-yl)acetic acid